methylenenaphthalen-8(5H)-one C=C1C=2C=CC=CC2C(C=C1)=O